Methyl 2H-benzo[e][1,3]thiazine-8-carboxylate S1CN=CC2=C1C(=CC=C2)C(=O)OC